BrC1=CC=C2C(N(C(NC2=C1)=O)C1=CN=CC2=CC=CC=C12)=O 7-bromo-3-(4-isoquinolyl)-1H-quinazoline-2,4-dione